N-(4-chloro-2-methylpyridin-3-yl)-2-((6-(4-(2-hydroxyethyl)-1-piperazinyl)-2-methyl-4-pyrimidinyl)amino)-5-thiazolecarboxamide ClC1=C(C(=NC=C1)C)NC(=O)C1=CN=C(S1)NC1=NC(=NC(=C1)N1CCN(CC1)CCO)C